OC1=C(C=CC(=C1)OCCCCCCCC)C1=NC(=NC(=N1)C1=C(C=C(C=C1)OCCCCCCCC)O)C1=C(C=C(C=C1)OCCCCCCCC)O 2,4,6-Tris(2-hydroxy-4-octyloxyphenyl)-1,3,5-Triazine